C(C)(C)(C)[Si](C1=CC=CC=C1)C1=CC=CC=C1 Tert-Butyldiphenylsilicon